Br[C]Br dibromocarbon